4-([1,1'-biphenyl]-4-yl)-N-(3-methylquinuclidin-3-yl)piperazine-1-carboxamide C1(=CC=C(C=C1)N1CCN(CC1)C(=O)NC1(CN2CCC1CC2)C)C2=CC=CC=C2